(S)-1-(3-chloro-4-(3-((1r,3r,5S,7S)-3,5-dimethyladamantan-1-yl)ureido)benzoyl)-N-(7-(hydroxyamino)-7-oxoheptyl)piperidine-3-carboxamide ClC=1C=C(C(=O)N2C[C@H](CCC2)C(=O)NCCCCCCC(=O)NO)C=CC1NC(=O)NC12C[C@]3(C[C@](CC(C1)C3)(C2)C)C